N-(6-(tetrahydrofuran-3-yl)thiazolo[4,5-b]pyrazin-2-yl)-5'-methoxy-2',6-dimethyl-[4,4'-bipyridine]-3-carboxamide O1CC(CC1)C=1N=C2C(=NC1)N=C(S2)NC(=O)C=2C=NC(=CC2C2=CC(=NC=C2OC)C)C